OCCN(CC(=O)O)CC(=O)O 2-hydroxyethyliminodi(acetic acid)